2-(4-octyl-phenyl)ethyl-2-amino-1,3-propanediol hydrochloride Cl.C(CCCCCCC)C1=CC=C(C=C1)CCC(C(CO)N)O